tri(carbobenzoxy)-L-arginine C(=O)(OCC1=CC=CC=C1)[C@](N(C(=O)OCC1=CC=CC=C1)C(=O)OCC1=CC=CC=C1)(CCCNC(N)=N)C(=O)O